C(C)C1=NC=NO1 5-ethyl-1,2,4-oxadiazole